(E)-1-(3-bromo-2-methyl-phenyl)-N-tert-butyl-methanimine BrC=1C(=C(C=CC1)\C=N\C(C)(C)C)C